ClC=1N=CC(=NC1)N[C@@H]1C[C@H](CC1)NC1=CC=C(C=N1)N1N=CC=CC1=O 2-(6-(((1S,3S)-3-((5-Chloropyrazin-2-yl)amino)cyclopentyl)amino)pyridin-3-yl)pyridazin-3(2H)-one